[1,4]Thiazin-6(5H)-one S1CC=NCC1=O